C(C1=CC=CC=C1)OP(=O)(OCC1=CC=CC=C1)OC[C@H]1N(CCOC1)C(=O)OC methyl (3S)-3-(((bis(benzyloxy)phosphoryl)oxy)methyl)morpholine-4-carboxylate